N3-(4-chlorophenyl)-1-[1-[5-(trifluoromethyl)-2-pyridyl]imidazol-4-yl]sulfonyl-1,2,4-triazole-3,5-diamine ClC1=CC=C(C=C1)NC1=NN(C(=N1)N)S(=O)(=O)C=1N=CN(C1)C1=NC=C(C=C1)C(F)(F)F